(2-(2,6-dioxopiperidin-3-yl)-3-oxoisoindolin-5-yl)methyl(3-cyano-4,5-dimethylphenyl)carbamate O=C1NC(CCC1N1CC2=CC=C(C=C2C1=O)OC(N(C1=CC(=C(C(=C1)C)C)C#N)C)=O)=O